3-(3'-methoxy-[1,1'-biphenyl]-4-yl)hex-4-ynoic acid COC=1C=C(C=CC1)C1=CC=C(C=C1)C(CC(=O)O)C#CC